ethyl 3-(6-nitropyridin-3-yl)-3-oxopropionate [N+](=O)([O-])C1=CC=C(C=N1)C(CC(=O)OCC)=O